BrC1=CC(=C(C=N1)C=1N=NN(C1)C1CCC(CC1)C(=O)OC)NC(C)C methyl 4-[4-[6-bromo-4-(isopropylamino)-3-pyridyl]triazol-1-yl]cyclohexanecarboxylate